N(=[N+]=[N-])[C@H](CCC(=O)O)C(=O)OC(C)(C)C (R)-4-azido-5-tert-butoxy-5-oxopentanoic acid